N1C[C@H](OCC1)C1=CC=C(C=C1)NC(=O)C=1N=C(SC1)C1=CC=CC=C1 |r| (RS)-N-(4-(Morpholin-2-yl)-phenyl)-2-phenylthiazol-4-carboxamid